tert-butyl (4-fluoro-1-(((6-(3-hydroxypicolinamido)pyridin-3-yl)methyl)carbamoyl)-2,3-dihydro-1H-inden-1-yl)carbamate FC1=C2CCC(C2=CC=C1)(C(NCC=1C=NC(=CC1)NC(C1=NC=CC=C1O)=O)=O)NC(OC(C)(C)C)=O